C(C)C1=CC=C(C(=O)C2=CC=C(C=C2)F)C=C1 4-ethyl-4'-fluorobenzophenone